C(C)(C)(C)OC(=O)N1CCC2(CC1)COC1=CC(=C(C=C1C2)C(=O)O)C(=O)O 1'-(tert-butoxycarbonyl)spiro[chroman-3,4'-piperidine]-6,7-dicarboxylic Acid